2,2-dimethyl-1-(4-(trifluoromethoxy)phenyl)hex-5-en-1-one CC(C(=O)C1=CC=C(C=C1)OC(F)(F)F)(CCC=C)C